OC1=C(C=CC(=C1)OC(F)(F)F)CC(=O)OCC ethyl 2-(2-hydroxy-4-(trifluoromethoxy)phenyl)acetate